1-benzyl-3-fluoro-1-methyl-piperidin-1-ium-4-one hydrochloride Cl.C(C1=CC=CC=C1)[N+]1(CC(C(CC1)=O)F)C